[Cl-].[Mg+2].C(C)(C)(C)OC(=O)N1CCC(=CC1)C=1C(=NC=CC1)C(C)(C)O.[Cl-] 2-(1'-(Tert-butoxycarbonyl)-1',2',3',6'-tetrahydro-[3,4'-bipyridin]-2-yl)propan-2-ol magnesium chloride